(1aR,5aR)-2-(4-Fluoro-pyridin-2-yl)-1a,2,5,5a-tetrahydro-1H-2,3-diaza-cyclopropa[a]pentalene-4-carboxylic Acid FC1=CC(=NC=C1)N1N=C(C=2C[C@@H]3[C@H](C12)C3)C(=O)O